N1C=C(C=2C1=NC=CC2)C=2C=C(C=CC2)C2=NOC(=C2)[C@]2(C(N(CC2)C)=O)O (R)-3-(3-(3-(1H-pyrrolo[2,3-b]pyridin-3-yl)phenyl)isoxazol-5-yl)-3-hydroxy-1-methylpyrrolidin-2-one